COC1=CC=C(C=C1)C1=C2C=CC=C3C=CC(C(C=C1)=C32)=O 7-(4-Methoxyphenyl)-1H-phenalen-1-one